ClC1=NC=C(C(=N1)NC1=C(C=CC=C1)NS(=O)(=O)C1=CC=CC=C1)Cl N-(2-((2,5-dichloropyrimidin-4-yl)amino)phenyl)benzenesulfonamide